methyl 4-acetamido-6-chloro-5-fluorobenzoate C(C)(=O)NC1=CC=C(C(=O)OC)C(=C1F)Cl